ClC=1N=C(C2=C(N1)C(=C(N=C2)Cl)C)Cl 2,4,7-trichloro-8-methyl-pyrido[4,3-d]pyrimidine